COC(=O)C1(CC(N(CC1)C(C1=C(C(=CC=C1)Cl)F)=O)C(F)(F)F)CC1=NC(=CC=C1F)Br 4-((6-bromo-3-fluoropyridin-2-yl)methyl)-1-(3-chloro-2-fluorobenzoyl)-2-(trifluoromethyl)piperidine-4-carboxylic acid methyl ester